1,1-dimethyl-3-(4-fluorophenyl)urea CN(C(=O)NC1=CC=C(C=C1)F)C